N(N)C1=NC2=C(C=CC=C2C(=N1)N(C1=CC=CC=C1)C)C 2-hydrazino-N,8-dimethyl-N-phenylquinazolin-4-amine